2-(3-chloro-5-cyanophenyl)-N-(1-(4-(2,6-dioxopiperidin-3-yl)-3,5-difluorophenyl)azetidin-3-yl)acetamide ClC=1C=C(C=C(C1)C#N)CC(=O)NC1CN(C1)C1=CC(=C(C(=C1)F)C1C(NC(CC1)=O)=O)F